6-ethynyl-5-fluoro-N-((3R,4R)-3-fluoro-1-(methylsulfonyl)piperidin-4-yl)-7-isobutylpyrrolo[2,1-f][1,2,4]triazin-2-amine C(#C)C=1C(=C2C=NC(=NN2C1CC(C)C)N[C@H]1[C@@H](CN(CC1)S(=O)(=O)C)F)F